C(OC(CCCCCCCCCCCCC)=O)(OOOOC(OC(CCCCCCCCCCCCC)=O)=O)=O dimyristoyl peroxy dicarbonate